3-[(2R)-2-methyl-8-[4-(methylamino)-1-piperidyl]-2,3-dihydro-1,4-benzoxazin-4-yl]piperidine-2,6-dione C[C@H]1OC2=C(N(C1)C1C(NC(CC1)=O)=O)C=CC=C2N2CCC(CC2)NC